ClC1=CC2=C(C(=N1)COC(NC)=O)CN(C2=O)C2=NC(=CC=C2)C2=NN=C(N2C(C)C)SC ((6-chloro-2-(6-(4-isopropyl-5-(methylthio)-4H-1,2,4-triazol-3-yl)pyridin-2-yl)-1-oxo-2,3-dihydro-1H-pyrrolo[3,4-c]pyridin-4-yl)methyl)(methyl)carbamate